OC1(CCCCC1)C1=CN=C(S1)NC(CCNC1=NC=CC2=CC=C(C=C12)C1=NOC(=N1)C)=O N-[5-(1-hydroxycyclohexyl)thiazol-2-yl]-3-[[7-(5-methyl-1,2,4-oxadiazol-3-yl)-1-isoquinolyl]amino]propanamide